4-(1H-pyrazol-4-yl)benzaldehyde N1N=CC(=C1)C1=CC=C(C=O)C=C1